CC(COC1OCCCC1)=CCCl 2-(2-methyl-4-chloro-2-butenyloxy)tetrahydropyran